C1(CC1)COC1=C(C=CC(=N1)C(=O)N[C@@H](CC(C)C)C(=O)OCCF)N1CC(C1)OC 2-fluoroethyl N-[6-(cyclopropylmethoxy)-5-(3-methoxyazetidin-1-yl)pyridine-2-carbonyl]-L-leucinate